2-(benzyloxycarbonylamino)-3-(cyclobutoxy)propionic acid C(C1=CC=CC=C1)OC(=O)NC(C(=O)O)COC1CCC1